ClC1=C(C=2N=C(N=C(C2C=N1)N1CC2CCC(C1)N2C(=O)OC(C)(C)C)OCCN2CCNCC2)F tert-butyl 3-(7-chloro-8-fluoro-2-(2-(piperazin-1-yl) ethoxy) pyrido[4,3-d]pyrimidin-4-yl)-3,8-diazabicyclo[3.2.1]octane-8-carboxylate